ClC=1C2=CN(N=C2C(=C(C1)C1=CC(=C(C=C1)N1CCOCC1)F)F)C(C(=O)NC=1SC=CN1)C1=C2N(C=N1)CCC2 2-(4-chloro-7-fluoro-6-(3-fluoro-4-morpholinylphenyl)-2H-indazol-2-yl)-2-(6,7-dihydro-5H-pyrrolo[1,2-c]imidazol-1-yl)-N-(thiazol-2-yl)acetamide